S1C(=CC2=C1C=CC=N2)C(=O)N THIENOPYRIDINCARBOXAMIDE